FC1=C(C=CC=C1)C1=NC=CC=C1O[C@H](C)C=1C=C(C=C2C(C(=C(OC12)C1=CC=CC=C1)C)=O)C 8-[(1R)-1-[[2-(2-Fluorophenyl)-3-pyridyl]oxy]ethyl]-3,6-dimethyl-2-phenyl-chromen-4-one